(3R,5R)-5-{2-[(3-sulfamoylphenyl)amino]pyrimidin-5-yl}oxolan-3-yl N-[(2S)-butan-2-yl]carbamate C[C@@H](CC)NC(O[C@H]1CO[C@H](C1)C=1C=NC(=NC1)NC1=CC(=CC=C1)S(N)(=O)=O)=O